ClC=1C=CC(=C2C(C(=C(NC12)NC1=C(C=C(C=C1)Cl)Cl)C(CC(C)C)=O)=O)C(F)(F)F 8-chloro-2-((2,4-dichlorophenyl)amino)-3-(3-methylbutanoyl)-5-(trifluoromethyl)quinolin-4(1H)-one